FC1=CC=C(C(=O)NC2CCC(CC2)NC([O-])=O)C=C1 (1S,4S)-[4-[(4-fluorobenzoyl)amino]cyclohexyl]carbamate